monocodeine phosphate P(=O)(O)(O)O[C@@H]1[C@H]2[C@]34C=5C(=C(C=CC5C[C@H]([C@@H]3C=C1)N(C)CC4)OC)O2